thiouronium chloride salt [Cl-].[NH2+]=C(S)N